methylselenocysteine hydrochloride Cl.N[C@@H](C[Se]C)C(=O)O